3-methyl-furan CC1=COC=C1